NC1=CC=C(N(C1=O)C)C#N 5-amino-1-methyl-6-oxo-1,6-dihydropyridine-2-carbonitrile